FC(C1=CC=C(CN2N=CC=3C2=NC=C(N3)NC(C=C)=O)C=C1)(F)F N-(1-(4-(trifluoromethyl)benzyl)-1H-pyrazolo[3,4-b]pyrazin-5-yl)acrylamide